C[C@H]1N[C@H](CCC1)C (2R,6S)-2,6-dimethylpiperidine